ClC1=C(C=CC(=C1)Cl)C1CN(CC1)C(=O)C=1N=NNC1C(=O)O 4-(3-(2,4-dichlorophenyl)pyrrolidine-1-carbonyl)-1H-1,2,3-triazole-5-carboxylic acid